methyl 2-[2-[3-[2-[[(6-bromopyridin-2-yl)oxy]methyl]-5-cyanophenyl]propoxy]-4-(4,4,5,5-tetramethyl-1,3,2-dioxaborolan-2-yl)phenyl]acetate BrC1=CC=CC(=N1)OCC1=C(C=C(C=C1)C#N)CCCOC1=C(C=CC(=C1)B1OC(C(O1)(C)C)(C)C)CC(=O)OC